CN(C)C[C@@H]1[C@H](C1)N1C(C2=CC=CC=C2C1=O)=O 2-((1S,2R)-2-((dimethylamino)methyl)cyclopropyl)isoindoline-1,3-dione